1,3-dihydroxy-9H-xanthen-9-one OC1=CC(=CC=2OC3=CC=CC=C3C(C12)=O)O